FC1=CC=C(N[C@H]2[C@@H](CN(CC2)C(=O)OC(C)(C)C)C)C=C1 tert-Butyl (3R,4R)-4-(4-fluoroanilino)-3-methyl-piperidine-1-carboxylate